(S)-2-(aminooxy)-2-((R)-6-(1-(3-((tert-butoxycarbonyl)amino)-propyl)-1H-pyrazol-4-yl)chroman-2-yl)acetic acid tert-butyl ester C(C)(C)(C)OC([C@H]([C@@H]1OC2=CC=C(C=C2CC1)C=1C=NN(C1)CCCNC(=O)OC(C)(C)C)ON)=O